C(C)(C)(C)N(C(O)=O)C(C(NCC(F)(F)F)=O)CCSC.C(C1CO1)OCCC[Si](OC)(OC)C glycidoxypropyl-methyl-dimethoxysilane tert-butyl-(4-(methylthio)-1-oxo-1-((2,2,2-trifluoroethyl)amino)butan-2-yl)carbamate